(S)-1-(5-((5-chloro-4-(3-(pyridin-2-yl)piperidin-1-yl)pyrimidin-2-yl)amino)pyridin-3-yl)pyrrolidin-2-one ClC=1C(=NC(=NC1)NC=1C=C(C=NC1)N1C(CCC1)=O)N1C[C@H](CCC1)C1=NC=CC=C1